6,7-dimethoxy-2-methyl-N-{(1R)-1-[4-(1-methyl-1,2,3,6-tetrahydropyridin-4-yl)phenyl]ethyl}quinazolin-4-amine COC=1C=C2C(=NC(=NC2=CC1OC)C)N[C@H](C)C1=CC=C(C=C1)C=1CCN(CC1)C